2-(4-(1H-pyrazol-1-yl)phenyl)-6-(4-(methylsulfonyl)piperazine-1-carbonyl)pyrimidine-4-carbaldehyde N1(N=CC=C1)C1=CC=C(C=C1)C1=NC(=CC(=N1)C=O)C(=O)N1CCN(CC1)S(=O)(=O)C